N-(2,6-dimethyl-4-(7-(methylsulfonyl)-1,3,4,5-tetrahydro-2H-benzo[c]azepin-2-yl)phenyl)-3,3-dimethylbutyramide CC1=C(C(=CC(=C1)N1CC2=C(CCC1)C=C(C=C2)S(=O)(=O)C)C)NC(CC(C)(C)C)=O